C(C(=C)C)(=O)OC1(CC(N(C(C1)(C)C)C)(C)C)C#N 4-cyano-1,2,2,6,6-pentamethyl-4-piperidinyl methacrylate